ClC=1C(=CC(=NC1)OC)C1=CC(=NN1)C(=O)N1CCC(CC1)C(=O)NC1CCC(CC1)C 1-(5-(5-chloro-2-methoxypyridin-4-yl)-1H-pyrazole-3-carbonyl)-N-((1r,4r)-4-methylcyclohexyl)piperidine-4-carboxamide